BrC=1C=C(C(=NC1)OC)NS(=O)(=O)C1=CC=CC=C1 N-(5-bromo-2-methoxypyridin-3-yl)benzenesulfonamide